2-(4,4-difluorocyclohexyl)-2-[5-[2-(difluoromethyl)-4-pyridyl]-4H-1,2,4-triazol-3-yl]-N-[4-(3,5-dimethyl-1H-pyrazol-4-yl)phenyl]acetamide FC1(CCC(CC1)C(C(=O)NC1=CC=C(C=C1)C=1C(=NNC1C)C)C1=NN=C(N1)C1=CC(=NC=C1)C(F)F)F